ethyl 3-(5-methylthiophene-2-yl)-3-oxopropionate CC1=CC=C(S1)C(CC(=O)OCC)=O